ClC=1C=C(C=CC1COC1=C(C=CC=C1)CCN([C@@H]1C=2C=CC(=NC2CCC1)C(=O)[O-])CCC1=CC=C(C=C1)C(=O)OC)C1=CC=C(C=C1)C(F)(F)F (5S)-5-([2-(2-([3-chloro-4'-(trifluoromethyl)[biphenyl]-4-yl]methoxy)phenyl)ethyl]{2-[4-(methoxycarbonyl)phenyl]ethyl}amino)-5,6,7,8-tetrahydroquinoline-2-carboxylate